ClC1=C(C(=CC=C1C(NC1=NN=NN1C)=O)OC(F)F)NC(=O)C1CCOCC1 N-[2-chloro-3-[(1-methyltetrazol-5-yl)carbamoyl]-6-(difluoromethoxy)phenyl]-tetrahydropyran-4-carboxamide